trans-3-(((4-((4-fluoro-2-methyl-1H-indol-5-yl)oxy)-6-methoxyquinazolin-7-yl)oxy)methyl)-N-methylcyclobutylamine hydrochloride Cl.FC1=C2C=C(NC2=CC=C1OC1=NC=NC2=CC(=C(C=C12)OC)OC[C@@H]1C[C@H](C1)NC)C